N-[5-[[4-[1-[3-chloro-5-cyano-4-[5-(2,2-dimethoxyethoxy)pentoxy]phenyl]-1-methyl-ethyl]phenoxy]methyl]pyrimidin-2-yl]methanesulfonamide ClC=1C=C(C=C(C1OCCCCCOCC(OC)OC)C#N)C(C)(C)C1=CC=C(OCC=2C=NC(=NC2)NS(=O)(=O)C)C=C1